C1=CN=NNC1=S triazinethione